COC(CCCCCCC(C)OCC1=CC=CC=C1)OC 9,9-dimethoxy-2-benzyloxynonane